Difluoro-1-(furan-2-yl)-3-(trifluoromethyl)-4,5,6,7-tetrahydro-1H-indol-4-ol FC1(C=2C(=C(N(C2CCC1)C=1OC=CC1)F)C(F)(F)F)O